[N+](=[N-])=CC(CC[C@@H](C(=O)OC(C)C)NC([C@H](CC1=CNC2=CC=CC(=C12)C)OC)=O)=O isopropyl (S)-6-diazo-2-((S)-2-methoxy-3-(4-methyl-1H-indol-3-yl)propanamido)-5-oxohexanoate